C(C)(=O)C=1C=C2CCN(CC2=CC1C(=O)O)C(=O)OC(C)(C)C 6-acetyl-2-(t-butoxycarbonyl)-1,2,3,4-tetrahydroisoquinoline-7-carboxylic acid